6-(4-bromophenyl)dihydro-2H-pyran-3(4H)-one BrC1=CC=C(C=C1)C1CCC(CO1)=O